OC1=NC=C(C=C1)C=O 2-hydroxy-5-pyridinecarbaldehyde